CN(C1=C(C=NC2=C(C=CC=C12)C1=C(C(=CC(=C1)F)F)F)NC(=O)C1CCOC2=CC=CC=C12)C N-(4-(dimethylamino)-8-(2,3,5-trifluorophenyl)quinolin-3-yl)chromane-4-carboxamide